O[C@@H]1[C@@H]([C@@H](O[C@H]2[C@H]1O[C@H](OC2)C2=CC=CC=C2)OC2=CC=C(C=C2)C(\C=C\C2=CC=CC=C2)=O)NC(C)=O N-[(2S,4Ar,6S,7S,8R,8aS)-8-hydroxy-2-phenyl-6-[4-[(E)-3-phenylprop-2-enoyl]phenoxy]-4,4a,6,7,8,8a-hexahydropyrano[3,2-d][1,3]dioxin-7-yl]acetamide